(S or R)-5-(2-(3-(2-(5-fluoro-thiophen-2-yl)ethyl)-3-(piperidin-1-ylmethyl)pyrrolidin-1-yl)propan-2-yl)-2-methylpyridine FC1=CC=C(S1)CC[C@@]1(CN(CC1)C(C)(C)C=1C=CC(=NC1)C)CN1CCCCC1 |o1:8|